2-((3-(difluoromethyl)-1-methyl-1H-pyrazol-5-yl)oxy)-1-phenylethan-1-one-O-methyloxime CON=C(COC1=CC(=NN1C)C(F)F)C1=CC=CC=C1